S=C1NC(=NN1)C=1CCN(CC1)C(=O)OC(C)(C)C tert-Butyl 4-(5-thioxo-4,5-dihydro-1H-1,2,4-triazol-3-yl)-3,6-dihydropyridine-1(2H)-carboxylate